C(=O)(O)C1C(C=CC(C1)CCCCCCCC(=O)O)CCCCCC 5-carboxy-4-hexyl-2-cyclohexeneoctanoic acid